C(C)(C)(C)OC(=O)N1[C@H](CN(CC1)C1=NC(=NC2=C1C=1N(C(=N2)C2=C(C=CC=C2F)OCC2=CC=CC=C2)N=CC1)Cl)CC#N (S)-4-(6-(2-(benzyloxy)-6-fluorophenyl)-3-chloropyrazolo[1,5-c]pyrimido[5,4-e]pyrimidin-1-yl)-2-(cyanomethyl)piperazine-1-carboxylic acid tert-butyl ester